ethyltetrahydro-2H-pyran-4-ol C(C)C1OCCC(C1)O